6'-fluoro-N-(4-fluorobenzyl)-1'-methyl-4'-oxo-3',4'-dihydro-1'H-spiro[piperidine-4,2'-quinoline]-1-carboxamide FC=1C=C2C(CC3(N(C2=CC1)C)CCN(CC3)C(=O)NCC3=CC=C(C=C3)F)=O